C1(CC1)CN1C(N(C(C2=CC(=CC=C12)S(NC1(CC1)C)(=O)=O)=O)C1C(N(C1)C(=O)OC(C)(C)C)C)=O tert-butyl 3-(1-(cyclopropylmethyl)-6-(N-(1-methylcyclopropyl)sulfamoyl)-2,4-dioxo-1,2-dihydroquinazolin-3(4H)-yl)-2-methylazetidine-1-carboxylate